2-(4,6-di([1,1'-biphenyl]-4-yl)-1,3,5-triazin-2-yl)-5-((2-ethylhexyl)oxy)phenol C1(=CC=C(C=C1)C1=NC(=NC(=N1)C1=CC=C(C=C1)C1=CC=CC=C1)C1=C(C=C(C=C1)OCC(CCCC)CC)O)C1=CC=CC=C1